2H-chromen-4-yl trifluoromethanesulfonate FC(S(=O)(=O)OC1=CCOC2=CC=CC=C12)(F)F